4-[[(1S,2S)-6-Chloro-4-cyano-2-(dimethylamino)-2,3-dihydro-1H-inden-1-yl]oxy]-3-fluorobenzene ClC1=CC(=C2C[C@@H]([C@H](C2=C1)OC1=C(C=CC=C1)F)N(C)C)C#N